7-diethylamino-3-[([(2-maleimidyl)ethyl]amino)carbonyl]coumarin C(C)N(C1=CC=C2C=C(C(OC2=C1)=O)C(=O)NCCN1C(C=CC1=O)=O)CC